benzyl ((1S)-(4,4-difluorocyclohexyl)(3-(2-fluoropropan-2-yl)-2-(((3R,5S)-2-oxo-5-(trifluoromethyl)piperidin-3-yl)methyl)imidazo[1,2-b][1,2,4]triazin-6-yl)methyl)carbamate FC1(CCC(CC1)[C@@H](C=1N=C2N(N=C(C(=N2)C(C)(C)F)C[C@@H]2C(NC[C@H](C2)C(F)(F)F)=O)C1)NC(OCC1=CC=CC=C1)=O)F